NC(=NS(=O)(=O)C1=CC=C(C=C1)C)C1=CC=CC=C1 N-[amino(phenyl)methylene]-4-(methyl)benzenesulfonamide